CC=1C(=NC=C(C1)NC(C(=O)N1[C@H](CC[C@@H](C1)C)C=1C=C2CC(NC2=CC1)=O)=O)NC(OC(C)(C)C)=O tert-butyl N-[3-methyl-5-[[2-[(2R,5S)-5-methyl-2-(2-oxoindolin-5-yl)-1-piperidyl]-2-oxo-acetyl]amino]-2-pyridyl]carbamate